(2R,3S,5R)-5-(4-benzamido-5-methyl-2-oxopyrimidin-1(2H)-yl)-2-((bis(4-methoxyphenyl)(phenyl)methoxy)methyl)tetrahydrofuran-3-yl (2-cyanoethyl) diisopropylphosphoramidite C(C)(C)N(P(O[C@@H]1[C@H](O[C@H](C1)N1C(N=C(C(=C1)C)NC(C1=CC=CC=C1)=O)=O)COC(C1=CC=CC=C1)(C1=CC=C(C=C1)OC)C1=CC=C(C=C1)OC)OCCC#N)C(C)C